FC=1C(=NC=C(C1)F)OC1=CC=C(C=C1)C1=NOC(=N1)CC(C(=O)O)=C 2-((3-(4-((3,5-difluoropyridin-2-yl)oxy)phenyl)-1,2,4-oxadiazol-5-yl)methyl)acrylic acid